1-(biphenyl-4-yl)-2-p-toluenesulfonyl-ethanone C1(=CC=C(C=C1)C(CS(=O)(=O)C1=CC=C(C)C=C1)=O)C1=CC=CC=C1